4-(3-Nitrophenyl)-1,3-thiazole [N+](=O)([O-])C=1C=C(C=CC1)C=1N=CSC1